FC(S(=O)(=O)OC1=NC(=C(C2=C1C=CS2)C2=C(C=C(C=C2)F)OCCOC)C2=NN1C(CN(CC1)C(C=C)=O)=N2)(F)F 6-(7-acryloyl-5,6,7,8-tetrahydro-[1,2,4]triazolo[1,5-a]pyrazin-2-yl)-7-(4-fluoro-2-(2-methoxy ethoxy)phenyl)thieno[3,2-c]pyridin-4-yl trifluoromethanesulfonate